Cl.ClC=1C(=NC2=CC=CC=C2C1)N1C2CNCC1CC2 3-chloro-2-(3,8-diazabicyclo[3.2.1]octan-8-yl)quinoline hydrochloride